(r-((4-(Aminomethyl)pyridin-2-yl)sulfonyl)-[1,3'-bipiperidin]-5'-yl)(4-methylpiperazin-1-yl)methanone NCC1=CC(=NC=C1)S(=O)(=O)[C@H]1N(CCCC1)C1CNCC(C1)C(=O)N1CCN(CC1)C